C(C)(CC)C1=CC=C(C=C1)NC(=O)C1CCN(CC1)S(=O)(=O)C1=CN(C(=C1)C(N(C)C)=O)C N-(4-(sec-butyl)phenyl)-1-((5-(dimethylcarbamoyl)-1-methyl-1H-pyrrol-3-yl)sulfonyl)piperidine-4-carboxamide